BrC1=CC=2N(S(CC2C=C1)(=O)=O)CC1=C(C=C(C=C1)OC)OC 6-bromo-1-[(2,4-dimethoxyphenyl)methyl]-1,3-dihydro-2λ6-benzo[2,1-c][1,2]thiazole-2,2-dione